5-cyclobutyl-7-methyl-6H,7H,8H-pyrido[2,3-b]pyrazine-2-carboxylic acid C1(CCC1)N1CC(CC=2C1=NC=C(N2)C(=O)O)C